(2S)-2-fluoro-2-[[(2S,5r)-3-methyl-2-(3-methylsulfonylpropylcarbamoyl)-7-oxo-1,6-diazabicyclo[3.2.1]oct-3-en-6-yl]oxy]acetic acid ethyl ester C(C)OC([C@@H](ON1[C@@H]2C=C([C@H](N(C1=O)C2)C(NCCCS(=O)(=O)C)=O)C)F)=O